(S)-2-((4-(6-((4-chloro-2-fluorobenzyl)oxy)pyridin-2-yl)-6-oxopyridazin-1(6H)-yl)methyl)-1-(oxetan-2-ylmethyl)-1H-benzo[d]imidazole-6-carboxylic acid ClC1=CC(=C(COC2=CC=CC(=N2)C=2C=NN(C(C2)=O)CC2=NC3=C(N2C[C@H]2OCC2)C=C(C=C3)C(=O)O)C=C1)F